thieno[2,3-d][1,2,3]triazin N1=NN=CC2=C1SC=C2